COC(=O)C=1C=NC(=CC1)S(=O)(=N)C=1N(C=NC1)C1OCCCC1.COC1=CC=C2C3=C(N(C2=C1)CC(C)N1CCOCC1)C(=NC=C3)C(F)(F)F 4-(1-(7-methoxy-1-(trifluoromethyl)-9H-pyrido[3,4-b]indol-9-yl)propan-2-yl)morpholine methyl-6-[(3-tetrahydropyran-2-ylimidazol-4-yl)sulfonimidoyl]pyridine-3-carboxylate